(R)-5-ethynyl-2-(4-((1-methylpiperidin-3-yl)amino)-5,6,7,8-tetrahydrophthalazin-1-yl)phenol C(#C)C=1C=CC(=C(C1)O)C1=NN=C(C=2CCCCC12)N[C@H]1CN(CCC1)C